pyridylcobalt N1=C(C=CC=C1)[Co]